tert-butyl (6-(5-(aminomethyl)-1-methyl-1H-pyrazol-4-yl)-2-methylpyridin-3-yl)carbamate NCC1=C(C=NN1C)C1=CC=C(C(=N1)C)NC(OC(C)(C)C)=O